O1CCN(CC1)CC#CC[NH-] 4-morpholinobut-2-ynyl-amide